tert-butyl (R)-3-methyl-2-(((trifluoromethyl)sulfonyl)oxy)butanoate CC([C@H](C(=O)OC(C)(C)C)OS(=O)(=O)C(F)(F)F)C